N1=C(C(=NC(=C1C#N)C#N)C#N)C#N 2,3,5,6-pyrazine-tetranitrile